C(C)(C)(C)OC(=O)C1C2C=CC(C1)C2 5-(tert-butoxycarbonyl)-bicyclo[2.2.1]Hept-2-ene